O[C@@H]1[C@@H](O[C@H]([C@@H]1O)N1C2=NC=NC(=C2N=C1)N(C)C(C)C)C(OC)P(O)(O)=O [(2R,3S,4R,5R)-3,4-dihydroxy-5-[6-[isopropyl(methyl)-amino]purin-9-yl]-tetrahydrofuran-2-yl]-methoxymethyl-phosphonic acid